Methyl 2-(2-bromophenyl)acetate BrC1=C(C=CC=C1)CC(=O)OC